OC(C)(C)C=1C(N(C=CC1)C1=NC=C(C(=C1)N1C(C=CC=C1COC)=O)C)=O 2'-[3-(2-hydroxy-prop-2-yl)-2-oxopyridin-1-yl]-6-(methoxymethyl)-5'-methyl-[1,4'-bipyridine]-2-one